OCCN1[C@@H](CCN2C1=NC(=CC2=O)N2[C@@H](COCC2)C)C(F)(F)F (S)-9-(2-Hydroxy-ethyl)-2-((R)-3-methyl-morpholin-4-yl)-8-trifluoromethyl-6,7,8,9-tetrahydro-pyrimido[1,2-a]-pyrimidin-4-one